C(C)(C)(C)OC(=O)N1C[C@@H](CCC1)N1C(N(CC1)C)=O (R)-3-(3-methyl-2-oxoimidazolidine-1-yl)piperidine-1-carboxylic acid tert-butyl ester